BrC1=NC=2C=C(C=CC2C2=C1COC2)CN(C(=O)C=2C=NC(=CC2)C2CC2)C2=CC=CC=1CCS(C12)(=O)=O N-({4-bromo-1H,3H-furo[3,4-c]quinolin-7-yl}methyl)-6-cyclopropyl-N-(1,1-dioxo-2,3-dihydro-1λ6-benzothiophen-7-yl)pyridine-3-carboxamide